O[C@@H]1C[C@H]2[C@H](C/C(=C/CCCC)/O2)[C@H]1\C=C\[C@H](CCCCC)O (5Z,9α,11α,13E,15S)-6,9-Epoxy-11,15-dihydroxyprosta-5,13-dien